C(C)N1N=C(C=C1NC(C[C@H](C(=O)N[C@H]1C2=C(CN3N(C1=O)CCC3)C=CC=C2)C)=O)C=2OC=CC2 (R)-N4-(1-ethyl-3-(furan-2-yl)-1H-pyrazol-5-yl)-2-methyl-N1-((S)-11-oxo-2,3,10,11-tetrahydro-1H,5H-benzo[d]pyrazolo[1,2-a][1,2]diazepin-10-yl)succinamide